1-((2-(trimethylsilyl)ethoxy)methyl)-1H-pyrrolo[2,3-b]pyridine-2-carboxylic acid methyl ester COC(=O)C1=CC=2C(=NC=CC2)N1COCC[Si](C)(C)C